C1(CCCCCC1)OC1=NC(=NC(=N1)N1N=CC=C1)NCN1CCOCC1 4-(cycloheptyloxy)-N-(morpholinomethyl)-6-(1H-pyrazol-1-yl)-1,3,5-triazin-2-amine